3-(((2R,5R,8S)-2,5-dibenzyl-8-isobutyl-6,9-dimethyl-4,7,10-trioxo-11-oxa-3,6,9-triazatetradec-13-en-1-yl)oxy)-6-fluoroquinoline-4-carboxylic acid C(C1=CC=CC=C1)[C@H](COC=1C=NC2=CC=C(C=C2C1C(=O)O)F)NC([C@H](N(C([C@@H](N(C(OCC=C)=O)C)CC(C)C)=O)C)CC1=CC=CC=C1)=O